1-(2-Chlorothieno[3,2-d]pyrimidin-4-yl)-N-(4-methoxyphenyl)piperidine-3-carboxamide ClC=1N=C(C2=C(N1)C=CS2)N2CC(CCC2)C(=O)NC2=CC=C(C=C2)OC